C(C)C=1N(C2=C(C(=NC(=C2)C)C)N1)C1=CC=C(C=C1)CCN 2-(4-(2-ethyl-4,6-dimethyl-1H-imidazo[4,5-c]pyridin-1-yl)-phenyl)ethylamine